2-(3-(cis-4-(dimethylamino)cyclohexyl)-1H-pyrrolo[2,3-c]pyridin-1-yl)-5-fluoro-N-isopropyl-N-methylbenzamide CN([C@H]1CC[C@H](CC1)C1=CN(C2=CN=CC=C21)C2=C(C(=O)N(C)C(C)C)C=C(C=C2)F)C